(S)-14-((((9H-fluoren-9-yl)methoxy)carbonyl)amino)-1-hydroxy-13-oxo-3,6,9,12-tetraoxaheptadecane-17-oic acid C1=CC=CC=2C3=CC=CC=C3C(C12)COC(=O)N[C@H](C(OCCOCCOCCOCCO)=O)CCC(=O)O